ethyl (S)-3-((tert-butoxycarbonyl)amino)-3-(4-fluoro-4'-((3-fluoroazetidin-1-yl)methyl)-2',5,6'-trimethyl-[1,1'-biphenyl]-3-yl)propanoate C(C)(C)(C)OC(=O)N[C@@H](CC(=O)OCC)C=1C=C(C=C(C1F)C)C1=C(C=C(C=C1C)CN1CC(C1)F)C